S1NCN=C1 2,3-dihydro-1,2,4-thiadiazole